2-(1-Benzothiophen-3-yl)-8-ethyl-5-[(4-methylphenyl)methoxy]quinoline S1C=C(C2=C1C=CC=C2)C2=NC1=C(C=CC(=C1C=C2)OCC2=CC=C(C=C2)C)CC